(1R,2S,5S)-3-(diphenylcarbamoyl)-8-(4-oxo-4H-benzopyran-2-carbonyl)-3,8-diazabicyclo[3.2.1]octane-2-carboxylic acid C1(=CC=CC=C1)N(C(=O)N1[C@@H]([C@H]2CC[C@@H](C1)N2C(=O)C=2OC1=C(C(C2)=O)C=CC=C1)C(=O)O)C1=CC=CC=C1